6-methyl-5-(1-(pyridin-4-ylmethoxy)ethyl)indolizine-7-carboxylic acid ethyl ester C(C)OC(=O)C=1C(=C(N2C=CC=C2C1)C(C)OCC1=CC=NC=C1)C